4-(2-(4-cyclobutyl-1H-pyrazol-1-yl)-9-ethyl-9H-purin-6-yl)morpholine C1(CCC1)C=1C=NN(C1)C1=NC(=C2N=CN(C2=N1)CC)N1CCOCC1